BrC1=C(C=CC=C1)C(CC)O o-bromophenyl-propanol